O=S1(CC(C1)CNC1=NC=C(C=2N=CN(C(C21)=O)C)C2=CC=C(C=C2)C(F)(F)F)=O 5-(((1,1-dioxidothietan-3-yl)methyl)amino)-3-methyl-8-(4-(trifluoromethyl)phenyl)pyrido[4,3-d]pyrimidin-4(3H)-one